N-ethyl-1-(2-fluoro-1-methyl-propyl)-5-meth-yl-N-pyridazin-4-yl-pyrazole-4-carboxamide C(C)N(C(=O)C=1C=NN(C1C)C(C(C)F)C)C1=CN=NC=C1